Cl.ClC1=C(C=CC(=C1)Cl)C=1CCCC2=C(C1C1=C(C(=C(C=C1)CC1CN(C1)CCCF)F)F)C=CC(=C2)C(=O)O 8-(2,4-dichlorophenyl)-9-(2,3-difluoro-4-((1-(3-fluoropropyl)azetidin-3-yl)methyl)phenyl)-6,7-dihydro-5H-benzo[7]annulene-3-carboxylic acid hydrochloride